(S)-ethyl 2,4-dimethyl-5-(2-oxo-2-((1,1,1-trifluoropropan-2-yl) amino) acetyl)-1H-pyrrole-3-carboxylate CC=1NC(=C(C1C(=O)OCC)C)C(C(N[C@H](C(F)(F)F)C)=O)=O